(E)-8-(2-hydroxystyryl)-1-methoxy-1,2-dihydrothiazolo[3,2-a]quinoline OC1=C(/C=C/C2=CC=C3C=CC4N(C3=C2)C(CS4)OC)C=CC=C1